methyl 13-(2-bromophenyl)-10-oxo-7-thia-9,12-diazatricyclo[6.5.0.02,6]trideca-1(8),2(6),12-triene-4-carboxylate BrC1=C(C=CC=C1)C1=NCC(NC=2SC=3CC(CC3C12)C(=O)OC)=O